C12(CC3CC(CC(C1)C3)C2)C(C(=O)N)OC2=NC(=NC(=C2)C2=CC=CC=C2)SC (ADAMANTAN-1-YL)-2-((2-(METHYLTHIO)-6-PHENYLPYRIMIDIN-4-YL)OXY)ACETAMIDE